7-bromo-8-(6-tert-butylpyridin-3-yl)-2H,3H,4H,6H-pyrimido[2,1-b][1,3]thiazin-6-one BrC1=C(N=C2SCCCN2C1=O)C=1C=NC(=CC1)C(C)(C)C